(S)-N-(1-(2-methoxyphenyl)-1,4,5,7-tetrahydropyrano[3,4-c]pyrazol-4-yl)-5,6,7,8-tetrahydroimidazo[1,5-a]pyridine-1-carboxamide COC1=C(C=CC=C1)N1N=CC2=C1COC[C@H]2NC(=O)C=2N=CN1C2CCCC1